cis-benzyl (2R,6R)-2-[(1-tert-butoxycarbonyl-4-fluoro-pyrrolidin-3-yl) carbamoyl]-6-methyl-morpholine-4-carboxylate C(C)(C)(C)OC(=O)N1C[C@H]([C@H](C1)F)NC(=O)[C@H]1CN(C[C@H](O1)C)C(=O)OCC1=CC=CC=C1